1,3-dimethyl-2-ethylimidazoline phthalate C(C=1C(C(=O)O)=CC=CC1)(=O)O.CN1C(N(CC1)C)CC